C(CCC)NCCC1=CC=C(CN2C(=C(C3=CC(=CC=C23)O)F)C2=C(C=CC=C2)C)C=C1 1-(4-(2-(Butylamino)ethyl)benzyl)-3-fluoro-2-(o-tolyl)-1H-indol-5-ol